3-bromo-4-chloro-1H-pyrrolo[2,3-b]pyridine BrC1=CNC2=NC=CC(=C21)Cl